ClC1=C(C(=O)N2CCN(CC2)C(=O)N[C@H]2CNCC2)C=CC(=C1)NC=1C=2N(C=CN1)C(=CN2)C=2C(=NNC2)C(F)(F)F 4-[2-chloro-4-[[3-[3-(trifluoromethyl)-1H-pyrazol-4-yl]imidazo[1,2-a]pyrazin-8-yl]amino]benzoyl]-N-[(3R)-pyrrolidin-3-yl]piperazine-1-carboxamide